(6R)-17-Amino-12-cyclohexyl-6-hydroxy-6,15-bis(trifluoromethyl)-19-oxa-3,4,12,18-tetrazatricyclo[12.3.1.12,5]nonadeca-1(18),2,4,14,16-pentaen-13-one NC1=CC(=C2C(N(CCCCC[C@@](C3=NN=C(C1=N2)O3)(C(F)(F)F)O)C3CCCCC3)=O)C(F)(F)F